COC(=O)C=1C=C(C=C(C1)N1N=NC(=C1)C1=CC=C(C=C1)C(F)(F)F)C1=CC=C(C=C1)C(=O)O 3'-(methoxycarbonyl)-5'-(4-(4-(trifluoromethyl)phenyl)-1H-1,2,3-triazol-1-yl)-[1,1'-biphenyl]-4-carboxylic acid